N1CN=CC=2C1=CSC2C(=O)O 1H-thieno[3,4-d]pyrimidine-5-carboxylic acid